7-methoxy-4-phenyl-1H-1,3-benzodiazol COC1=CC=C(C2=C1NC=N2)C2=CC=CC=C2